CN1[C@@H](CN(CC1)[C@H]1CNCC1)CO ((S)-1-Methyl-4-((R)-pyrrolidin-3-yl)piperazin-2-yl)methanol